1-(3-((4-((4-bromo-3-chlorophenyl)amino)-7-methoxyquinazolin-6-yl)-oxy)pyrrolidin-1-yl)prop-2-en-1-one BrC1=C(C=C(C=C1)NC1=NC=NC2=CC(=C(C=C12)OC1CN(CC1)C(C=C)=O)OC)Cl